C[C@@H]1CN(C[C@H]2N1CC1=CC(=CC=C21)N[C@H]2CNCCC2)C2=C1C=CC=NC1=C(C=C2)C#N 5-[(4R,10bS)-4-methyl-8-[[(3R)-3-piperidyl]amino]-3,4,6,10b-tetrahydro-1H-pyrazino[2,1-a]isoindol-2-yl]quinoline-8-carbonitrile